C(C)OC(=O)C=1C(=NN2C3CCC(OC12)C3)C3=C(C=C(C=C3)S(=O)(=O)C)F 4-(2-fluoro-4-methylsulfonylphenyl)-7-oxa-2,3-diazatricyclo[6.2.1.02,6]undec-3,5-diene-5-carboxylic acid ethyl ester